ClC1=C(C(=O)NC2CC(C2)NC(=O)[C@@H]2[C@@H](CNCC2)O)C=CC(=C1)NC(=O)C=1N(C(=CN1)C1=C(C(=C(C=C1)OC)F)F)C (3S,4S)-N-[3-[[2-chloro-4-[[5-(2,3-difluoro-4-methoxy-phenyl)-1-methyl-imidazole-2-carbonyl]amino]benzoyl]amino]cyclobutyl]-3-hydroxy-piperidine-4-carboxamide